IC(C(=O)C1=CC=CC=C1)CN1N=C(C=C1)C1=CC=CC=C1 2-iodo-1-phenyl-3-(3-phenyl-1H-pyrazol-1-yl)propan-1-one